N1C=C(C2=CC=CC=C12)\C=C/1\C=NC(S1)NC1=CC(=C(C=C1)C)C (Z)-5-((1H-indol-3-yl)methylene)-2-((3,4-dimethylphenyl)amino)thiazol